tert-butyl 3-[(3-amino-7-chloro-5-isoquinolyl)amino]azetidine-1-carboxylate NC=1N=CC2=CC(=CC(=C2C1)NC1CN(C1)C(=O)OC(C)(C)C)Cl